ClC=1C=C(C(=O)N2CC=3N(CC2)C(N(C3C(=O)N[C@@H](C)C3CC3)C3=CC=C(C=C3)OC)=O)C=CC1Cl |r| 7-(3,4-dichlorobenzoyl)-2-(4-methoxyphenyl)-3-oxo-N-[rac-(1S)-1-cyclopropylethyl]-6,8-dihydro-5H-imidazo[1,5-a]pyrazine-1-carboxamide